(1R,3S)-3-(3-{[(2-methoxypyridin-4-yl)acetyl]amino}-1H-pyrazol-5-yl)cyclopentylethylcarbamate COC1=NC=CC(=C1)CC(=O)NC1=NNC(=C1)[C@@H]1C[C@@H](CC1)CCNC([O-])=O